phenyl-(4-phenanthren-9-yl-phenyl)-(4-naphthalen-2-yl-[1,1':2',1'']terphenyl-4'-yl)-amine C1(=CC=CC=C1)N(C=1C=C(C(=CC1)C1=CC=C(C=C1)C1=CC2=CC=CC=C2C=C1)C1=CC=CC=C1)C1=CC=C(C=C1)C=1C2=CC=CC=C2C=2C=CC=CC2C1